C(C1=CC=CC=C1)OC=1C(=C(C(=CC1)C)C1=C2C(=NC(=C1)C#N)N(C=C2N2C=NC=C2)CC)C 4-(3-(benzyloxy)-2,6-dimethylphenyl)-1-ethyl-3-(1H-imidazol-1-yl)-1H-pyrrolo[2,3-b]pyridine-6-carbonitrile